inosinic acid disodium [Na].[Na].[C@@H]1([C@H](O)[C@H](O)[C@@H](COP(=O)(O)O)O1)N1C=NC=2C(O)=NC=NC12